C(C)(C)(C)OC(N([C@@H]1CN(CC1)C1=NC(N(C2=CC(=CC=C12)C(F)(F)F)C1=C(C=CC=C1)C)=O)C)=O (S)-methyl-(1-(2-oxo-1-(o-tolyl)-7-(trifluoromethyl)-1,2-dihydro-quinazolin-4-yl)pyrrolidin-3-yl)carbamic acid tert-butyl ester